CN(C=1C2=C(N=CN1)NC=C2)[C@@H]2CC[C@H](CC2)CS(NC)(=O)=O 4-(Methyl((trans)-4-((N-methylsulfamoyl)methyl)cyclohexyl)amino)-7H-pyrrolo[2,3-d]pyrimidine